COC1=CC=C(C=C1)N1S(C(CC1)=C)(=O)=O 2-(4-methoxyphenyl)-5-methyleneisothiazolidine 1,1-dioxide